FC1=C(C=CC2=C1OC1=C2C=CC=C1F)OC(F)(F)F 4,6-difluoro-3-trifluoromethoxy-dibenzofuran